(S)-4-((1-(tert-Butoxycarbonyl)pyrrolidin-3-yl)amino)-2-(diethylamino)pyrimidine-5-carboxylic acid C(C)(C)(C)OC(=O)N1C[C@H](CC1)NC1=NC(=NC=C1C(=O)O)N(CC)CC